5,5-dimethyl-2-naphthalenecarbaldehyde CC1(C=2C=CC(=CC2C=CC1)C=O)C